N-(5-((4-(3,3-dimethyl-5-(1-methyl-1H-pyrazol-4-yl)-2,3-dihydro-1H-pyrrolo[3,2-b]pyridin-1-yl)pyridin-2-yl)amino)-2-((2-(dimethyl-amino)ethyl)(methyl)amino)-4-methoxyphenyl)acrylamide CC1(CN(C=2C1=NC(=CC2)C=2C=NN(C2)C)C2=CC(=NC=C2)NC=2C(=CC(=C(C2)NC(C=C)=O)N(C)CCN(C)C)OC)C